ClC=1C2=C(N=C(N1)C1=CC=NC=C1)C(=CS2)C(=O)NC2CCCCC2 4-chloro-N-cyclohexyl-2-(pyridin-4-yl)thieno[3,2-d]pyrimidine-7-carboxamide